BrC=1C=CC(=NC1C)NC(CCCC)=O N-(5-bromo-6-methylpyridin-2-yl)valeramide